COC=1C=C(/C=C/C2=CC=C(OCC(COC3COC(OC3)C)(COC3COC(OC3)C)COC3COC(OC3)C)C=C2)C=C(C1)OC (2S,2'S,5s,5's)-5,5'-((2-((4-((E)-3,5-dimethoxystyryl)phenoxy)methyl)-2-((((2S,5s)-2-methyl-1,3-dioxan-5-yl)oxy)methyl)propane-1,3-diyl)bis(oxy))bis(2-methyl-1,3-dioxane)